(Z)-13-hexadecenoic acid ethyl ester C(C)OC(CCCCCCCCCCC\C=C/CC)=O